ClC=1C(=CC(=C(C(=O)NS(=O)(=O)N2CC(CCC2)CNC(OC(C)(C)C)=O)C1)F)OCC1CCCC1 tert-butyl ((1-(N-(5-chloro-4-(cyclopentylmethoxy)-2-fluorobenzoyl)sulfamoyl)piperidin-3-yl)methyl)carbamate